CC1=NC(=CC(=C1)C=1NC2=CC=C(C=C2C1C(C)C)C=1C=NC(=CC1)N1CCNCC1)C 2-(2,6-dimethylpyridin-4-yl)-3-isopropyl-5-(6-(piperazin-1-yl)pyridin-3-yl)-1H-indole